7-bromo-2,3-dihydro-1H-indene-4-carbaldehyde BrC1=CC=C(C=2CCCC12)C=O